5-Chloro-N-(2-(3,3-dimethylbutyl)-2-azaspiro[3.5]nonan-7-yl)-1-ethyl-3-(5-ethylisoxazol-3-yl)-1H-pyrazole-4-carboxamide ClC1=C(C(=NN1CC)C1=NOC(=C1)CC)C(=O)NC1CCC2(CN(C2)CCC(C)(C)C)CC1